2-(2,6-dioxopiperidin-3-yl)-5-(4-((1-(2-(1-ethyl-1H-pyrazol-4-yl)-5-methoxy-4-nitrophenyl)piperidin-4-yl)methyl)piperazin-1-yl)isoindoline-1,3-dione O=C1NC(CCC1N1C(C2=CC=C(C=C2C1=O)N1CCN(CC1)CC1CCN(CC1)C1=C(C=C(C(=C1)OC)[N+](=O)[O-])C=1C=NN(C1)CC)=O)=O